CN(C1(CCC2(CN(C(N2)=O)C=2C=NC(=NC2)N2CCN(CC2)S(=O)(=O)C)CC1)C1=CC=CC=C1)C cis-8-dimethylamino-3-[2-(4-methylsulfonyl-piperazin-1-yl)-pyrimidin-5-yl]-8-phenyl-1,3-diazaspiro[4.5]decan-2-one